CC=1N(C=CN1)CC1=CC=C(C=C1)CC1C(NCC(OCC(NCC(OCC(NCC(OCC(NCC(O1)=O)=O)=O)=O)=O)=O)=O)=O 24-[[4-[(2-methylimidazol-1-yl)methyl]phenyl]methyl]-1,7,13,19-tetraoxa-4,10,16,22-tetrazacyclotetracosane-2,5,8,11,14,17,20,23-octaone